C1(CC1)C(CC1OC1)C 2-(2-cyclopropyl-propyl)oxirane